3-[(tert-butoxycarbonyl)amino]-2-(3-cyanophenyl)propanoic acid C(C)(C)(C)OC(=O)NCC(C(=O)O)C1=CC(=CC=C1)C#N